(±)-1-(4-chlorophenyl)-3-(7-(6-fluoroquinolin-4-yl)spiro[3.5]nonan-1-yl)urea ClC1=CC=C(C=C1)NC(=O)N[C@@H]1CCC12CCC(CC2)C2=CC=NC1=CC=C(C=C21)F |r|